OC[C@@]1([C@@H](N(C=2N=C(N=CC21)NC2=CC=C(C=C2)N2CCN(CC2)C)C2=CC=CC(=N2)N2C(OC[C@@H]2C)=O)C)C (S)-3-(6-((5S,6S)-5-(hydroxymethyl)-5,6-dimethyl-2-((4-(4-methylpiperazin-1-yl)phenyl)amino)-5,6-dihydro-7H-pyrrolo[2,3-d]pyrimidin-7-yl)pyridin-2-yl)-4-methyloxazolidin-2-one